(2r,6s)-4-[8-({8-fluoro-2-methylimidazo[1,2-a]pyridin-6-yl}carbamoyl)-2-methylquinolin-5-yl]-2,6-dimethylpiperazine-1-carboxylic acid tert-butyl ester C(C)(C)(C)OC(=O)N1[C@@H](CN(C[C@@H]1C)C1=C2C=CC(=NC2=C(C=C1)C(NC=1C=C(C=2N(C1)C=C(N2)C)F)=O)C)C